Sodium Hydrogen Bicarbonate C(O)(O)=O.[Na]